C(C1=CC=CC=C1)OC(=O)N1CC2(C1)CCC(CC2)=O 7-oxo-2-azaspiro[3.5]nonane-2-carboxylic acid benzyl ester